ClC=1N=C(C2C(N1)NN=C2)N 6-chloro-3a,7a-dihydropyrazolo[3,4-d]pyrimidin-4-amine